CC1=CC=C(C=C1)/C=C/C(=O)N1C(OCC1)=O (E)-3-(3-(p-methylphenyl)acryloyl)oxazolidin-2-one